O=C1NC(CCC1N1C(C2=CC=C(C=C2C1=O)NCC(=O)N1CCC(CC1)C=CC#N)=O)=O 3-(1-((2-(2,6-dioxopiperidin-3-yl)-1,3-dioxoisoindolin-5-yl)glycinyl)piperidin-4-yl)acrylonitrile